Tri(1-naphthyl)phosphine C1(=CC=CC2=CC=CC=C12)P(C1=CC=CC2=CC=CC=C12)C1=CC=CC2=CC=CC=C12